S-isopropyl-isothiourea hydrochloride Cl.C(C)(C)SC(N)=N